BrC=1C=C(CN2CC=3C(N(C=4N=CC=CC4C3CC2)CC2=CC=C(C=C2)Br)=O)C=CC1 3-(3-bromobenzyl)-6-(4-bromobenzyl)-2,3,4,6-tetrahydropyrido[3,4-c][1,8]naphthyridin-5(1H)-one